C(C)OC(=O)C=1NC(NC(C1[N+](=O)[O-])=O)=O 5-nitro-2,6-dioxo-1,2,3,6-tetrahydropyrimidine-4-carboxylic acid ethyl ester